O=C1NC(CCC1N1C(C2=CC=CC(=C2C1=O)NCCOCCOCCNC(OC(C)(C)C)=O)=O)=O tert-butyl (2-(2-(2-((2-(2,6-dioxopiperidin-3-yl)-1,3-dioxo-isoindolin-4-yl)amino)ethoxy)ethoxy)ethyl)carbamate